N[C@H]1CN(CC1)C1=CC(=NC=C1C=1C=NN(C1)CC(F)(F)F)NC1=CC=C2C(=N1)N(N=C2)C(C)C (R)-N-(4-(3-aminopyrrolidin-1-yl)-5-(1-(2,2,2-trifluoroethyl)-1H-pyrazol-4-yl)pyridin-2-yl)-1-isopropyl-1H-pyrazolo[3,4-b]pyridin-6-amine